(S)-7-chloro-5-(2-methylazetidin-1-yl)pyrido[3,4-b]pyrazine ClC1=CC=2C(=NC=CN2)C(=N1)N1[C@H](CC1)C